5-bromo-3-(ethyl-(tetrahydro-2H-pyran-4-yl)amino)-2-methylbenzoic acid methyl ester COC(C1=C(C(=CC(=C1)Br)N(C1CCOCC1)CC)C)=O